(R)-5-chloro-2,3-dihydro-2-hydroxy-1-oxo-1H-indene-2-carboxylic methyl ester COC(=O)[C@@]1(C(C2=CC=C(C=C2C1)Cl)=O)O